[C@@H](C)(CC)NC(=O)[C@H]1CN([C@@H]2CC=3C4=C(C2=C1)C=CC=C4NC3)CC (6aR,9R)-N-((R)-sec-butyl)-7-ethyl-4,6,6a,7,8,9-hexahydroindolo[4,3-fg]quinoline-9-carboxamide